NC1=NC=2C=CC(=CC2C2=C1[C@@H](OC2)C)C(=O)N(CC2=NC=C(C=C2)C(F)(F)F)C2[C@H]1COC[C@@H]21 (3S)-4-amino-3-methyl-N-((1R,5S,6r)-3-oxabicyclo[3.1.0]hexan-6-yl)-N-((5-(trifluoromethyl)-2-pyridinyl)methyl)-1,3-dihydrofuro[3,4-c]quinoline-8-carboxamide